6-amino-7-(2-chloro-5-fluorophenyl)-3,3-difluoro-7-hydroxy-7,8-dihydro-[1,4]oxazino[3,2-e]isoindole-2,9(1H,3H)-dione NC=1C=C2C(=C3C(NC(C13)(O)C1=C(C=CC(=C1)F)Cl)=O)NC(C(O2)(F)F)=O